6-[(3S)-4-(4-amino-1,3-dihydrofuro[3,4-c]quinoline-8-carbonyl)morpholin-3-yl]pyridine-3-carbonitrile NC1=NC=2C=CC(=CC2C2=C1COC2)C(=O)N2[C@H](COCC2)C2=CC=C(C=N2)C#N